N-(2-Methoxyphenyl)acetamide COC1=C(C=CC=C1)NC(C)=O